trioctylamine heptanoate C(CCCCCC)(=O)O.C(CCCCCCC)N(CCCCCCCC)CCCCCCCC